BrC1=CC=C(C=C1)C=1OC(=NN1)C 2-(4-bromophenyl)-5-methyl-1,3,4-oxadiazole